N1(CCCC1)C1=C(C=CC=C1)C1N(CCC1)C1CC2(C1)CCN(CC2)C2=C(C(=O)N)C=CC=C2 2-(2-(2-(pyrrolidin-1-yl)phenyl)pyrrolidin-1-yl)-7-azaspiro[3.5]nonan-7-yl-benzamide